OC=1C=C(C(=O)OC=2C=C(C(=O)OC=3C=C(C(=O)OC=4C=C(C(=O)OC5=CC(=CC(=C5)OC(C5=CC=CC=C5)=O)OC(C5=CC(=C(C(=C5)O)O)OC(C5=CC(=C(C(=C5)O)O)OC(C5=CC(=C(C(=C5)O)O)OC(C5=CC(=C(C(=C5)OC(C5=CC(=C(C(=C5)O)O)O)=O)O)O)=O)=O)=O)=O)C=C(C4O)O)C=C(C3O)O)C=C(C2O)O)C=C(C1O)OC(C1=CC(=C(C(=C1)O)O)O)=O 5-(benzoyloxy)-1,3-phenylene bis(3-((3-((3-((3,4-dihydroxy-5-((3,4,5-trihydroxybenzoyl) oxy) benzoyl) oxy)-4,5-dihydroxybenzoyl) oxy)-4,5-dihydroxybenzoyl) oxy)-4,5-dihydroxybenzoate)